FC1(CCC(CC1)C1(C(NC2=C(C(=CC=C12)F)F)=O)C1=CC=C(C=C1)B1OC(C(O1)(C)C)(C)C)F 3-(4,4-difluorocyclohexyl)-6,7-difluoro-3-(4-(4,4,5,5-tetramethyl-1,3,2-di-oxaborolan-2-yl)phenyl)indolin-2-one